BrC=1C=C(C=C(C1O)Br)C(=O)C=1N(N=C2C1C=NC=C2)CC (3,5-dibromo-4-hydroxyphenyl)(2-ethyl-2H-pyrazolo[4,3-c]pyridin-3-yl)methanone